2-methylene-4-oxo-4-(1-(5-(trifluoromethyl)pyridin-2-yl)cyclopropoxy)butanoic acid C=C(C(=O)O)CC(OC1(CC1)C1=NC=C(C=C1)C(F)(F)F)=O